dimethylsilylene(cyclopentadienyl)(2,4,7-trimethyleneindenyl)zirconium dichloride [Cl-].[Cl-].C[Si](=[Zr+2](C=1C(C=C2C(C=CC(C12)=C)=C)=C)C1C=CC=C1)C